C1NCC12CC(C2)OC=2C=CC=1N(C2C)C(=NC1)C 6-((2-azaspiro[3.3]heptan-6-yl)oxy)-3,5-dimethylimidazo[1,5-a]pyridine